C1(CC1)N1C(C=C(C(=C1)OC1=C(C=CC=C1C)C)C=1C2=C(C(N(C1)C)=O)N(C(=C2)C2=C(C=C(C=C2)F)F)S(=O)(=O)C2=CC=C(C)C=C2)=O 4-(1-cyclopropyl-5-(2,6-dimethylphenoxy)-2-oxo-1,2-dihydropyridin-4-yl)-2-(2,4-difluorophenyl)-6-methyl-1-tosyl-1,6-dihydro-7H-pyrrolo[2,3-c]pyridin-7-one